5-(4-((1r,3r)-3-(benzyloxy)cyclobutoxy)-6-((R)-3-methoxytetrahydrofuran-3-yl)pyridin-2-yl)-7-methylpyrrolo[1,2-c]pyrimidin-3-amine C(C1=CC=CC=C1)OC1CC(C1)OC1=CC(=NC(=C1)[C@]1(COCC1)OC)C=1C=C(N2C=NC(=CC21)N)C